10-fluoro-2-methyl-2,3,4,5-tetrahydro-1H-benzofuro[3,2-c]azepine FC1=CC=CC2=C1C=1CN(CCCC1O2)C